2-fluoro-6-[(3,4-difluorobenzyl)amino]-9-(oxetan-2-yl)-9H-purine FC1=NC(=C2N=CN(C2=N1)C1OCC1)NCC1=CC(=C(C=C1)F)F